N-(2,2'-dichloro-3'-(5-((3-fluoroazetidin-1-yl)methyl)-6-methoxypyrazin-2-yl)-[1,1'-biphenyl]-3-yl)-1,5-dimethyl-4,5,6,7-tetrahydro-1H-imidazo[4,5-c]pyridine-2-carboxamide ClC1=C(C=CC=C1NC(=O)C=1N(C2=C(CN(CC2)C)N1)C)C1=C(C(=CC=C1)C1=NC(=C(N=C1)CN1CC(C1)F)OC)Cl